benzyl N-[3-[3-[[2-(2,6-dioxo-3-piperidyl)-1,3-dioxo-isoindolin-4-yl]amino] cyclobutoxy]propyl]-N-methyl-carbamate O=C1NC(CCC1N1C(C2=CC=CC(=C2C1=O)NC1CC(C1)OCCCN(C(OCC1=CC=CC=C1)=O)C)=O)=O